Cl.Cl.N(=NN1C=NCC1)N1C=NCC1 azodiimidazoline dihydrochloride